3-cyclopentyl-N-((R)-2-(difluoromethoxy)-1-(3-(difluoromethoxy)phenyl)ethyl)-3-hydroxypropionamide C1(CCCC1)C(CC(=O)N[C@@H](COC(F)F)C1=CC(=CC=C1)OC(F)F)O